N1CCC(CC1)S(=O)(=O)N1CCC(CC1)C(=O)O 1-(piperidine-4-sulfonyl)piperidine-4-carboxylic acid